6-bromo-1-[5-(difluoromethyl)-1,3,4-thiadiazol-2-yl]-4-[4-(pyrrolidine-1-carbonyl)piperazin-1-yl]indazole BrC1=CC(=C2C=NN(C2=C1)C=1SC(=NN1)C(F)F)N1CCN(CC1)C(=O)N1CCCC1